F[C@H]1[C@@H]2CC[C@H](C[C@H]1NC1=CC=CC3=C1SC(=C3CC(F)(F)F)C#N)N2 7-(((1S,2S,3R,5R)-2-fluoro-8-azabicyclo[3.2.1]octan-3-yl)amino)-3-(2,2,2-trifluoroethyl)benzo[b]thiophene-2-carbonitrile